FC1=CC=C(C=C1)C1=CC(=C(C=N1)CNC(C=C)=O)C=1N=C2N(C=CC=C2)C1 N-((6-(4-fluorophenyl)-4-(imidazo[1,2-a]pyridin-2-yl)pyridin-3-yl)methyl)acrylamide